7-bromo-2-isobutoxy-N,N-bis(4-methoxybenzyl)imidazo[2,1-f][1,2,4]triazin-4-amine BrC1=CN=C2C(=NC(=NN21)OCC(C)C)N(CC2=CC=C(C=C2)OC)CC2=CC=C(C=C2)OC